N-[3-[2-(difluoromethoxy)-5-methylsulfonyl-phenyl]-1-[[(2S)-1-methylpyrrolidin-2-yl]methyl]pyrazol-4-yl]pyrazolo[1,5-a]pyrimidine-3-carboxamide FC(OC1=C(C=C(C=C1)S(=O)(=O)C)C1=NN(C=C1NC(=O)C=1C=NN2C1N=CC=C2)C[C@H]2N(CCC2)C)F